5-(5-cyclopropyl-4-iodo-isoxazol-3-yl)-7-isopropyl-pyrrolo[2,3-d]pyrimidin-4-amine C1(CC1)C1=C(C(=NO1)C1=CN(C=2N=CN=C(C21)N)C(C)C)I